ClC1=CC=CC2=C1B(OC2)O 7-chloro-1-hydroxy-1,3-dihydrobenzo[c][1,2]oxaborol